FC=1C(=NC=C(C1)OC1=CC(=C(C=C1)OC)[N+](=O)[O-])C(F)(F)F 3-Fluoro-5-(4-methoxy-3-nitro-phenoxy)-2-(trifluoromethyl)-pyridine